F[P-](F)(F)(F)(F)F.CC1(C=NC2=CC=CC=C12)C 3,3-dimethyl-3H-indole hexafluorophosphate